1-(2-(dimethylamino)ethyl)-N,N-bis(4-methoxybenzyl)-1H-pyrazole-3-sulfonamide CN(CCN1N=C(C=C1)S(=O)(=O)N(CC1=CC=C(C=C1)OC)CC1=CC=C(C=C1)OC)C